C(C)(C)(C)OC(=O)NC1=CC=C(CNC2CC(CC2)C(=O)OC)C=C1 methyl 3-((4-((tert-butoxycarbonyl)amino)benzyl)amino)cyclopentane-1-carboxylate